5-(2-chloropyrimidin-5-yl)-3-(4-(1-methyl-4-(trifluoromethyl)-1H-imidazol-2-yl)phenyl)-1,2,4-oxadiazole ClC1=NC=C(C=N1)C1=NC(=NO1)C1=CC=C(C=C1)C=1N(C=C(N1)C(F)(F)F)C